lithium 1-[(6-{3-azabicyclo[3.1.0]hex-3-yl}-2-(trifluoromethyl) pyridin-3-yl) methyl]-1H-pyrazole-4-carboxylate C12CN(CC2C1)C1=CC=C(C(=N1)C(F)(F)F)CN1N=CC(=C1)C(=O)[O-].[Li+]